Ethoxydibutylboron C(C)OB(CCCC)CCCC